4-(DIMETHYLAMINO)-3-FLUOROBENZALDEHYDE CN(C1=C(C=C(C=O)C=C1)F)C